4-bromo-2-(difluoromethyl)benzenesulfonyl chloride BrC1=CC(=C(C=C1)S(=O)(=O)Cl)C(F)F